3-(3-fluoro-4-(3-pyrrolidin-1-yl-azetidinyl)phenyl)-1H-1,2,4-triazole-3,5-diamine FC=1C=C(C=CC1N1CC(C1)N1CCCC1)C1(NNC(=N1)N)N